ClC=1C(N(C(=CC1OC([2H])([2H])C1=NC=C(C=C1F)F)C)C1=CC(=NC=C1C)N1N=C(C=C1)C(C)(C)N1C(CCC1)=C=O)=O (S)-3-chloro-4-((3,5-difluoropyridin-2-yl)methoxy-d2)-5',6-dimethyl-2'-(3-(2-(2-Carbonylpyrrolidin-1-yl)propan-2-yl)-1H-pyrazol-1-yl)-2H-[1,4'-bipyridyl]-2-one